N-methyl-formanilide CN(C1=CC=CC=C1)C=O